BrC1=CC=C(C=C1)C(CNC([C@H](C)NC(OC(C)(C)C)=O)=O)(O)C1=CC=C(C=C1)Cl tert-butyl ((2S)-1-((2-(4-bromophenyl)-2-(4-chlorophenyl)-2-hydroxyethyl)amino)-1-oxopropan-2-yl)carbamate